C(C)(=O)ON1CCCCC1 piperidino acetate